N-(2-Cyclohexyl-4-(4-(trifluoromethyl)phenethyl)phenyl)-3,3-dimethylbutanamid C1(CCCCC1)C1=C(C=CC(=C1)CCC1=CC=C(C=C1)C(F)(F)F)NC(CC(C)(C)C)=O